fluoro-N-isopropyl-N-methyl-2-(3-(1-(4-(methylsulfonylamino)benzyl)piperidin-4-yl)-1H-pyrrolo[2,3-c]pyridin-1-yl)benzamide FC=1C(=C(C(=O)N(C)C(C)C)C=CC1)N1C=C(C=2C1=CN=CC2)C2CCN(CC2)CC2=CC=C(C=C2)NS(=O)(=O)C